(Z)-4-(4-(4-((2-oxoindolin-3-ylidene)methyl)phenyl)-1H-1,2,3-triazol-1-yl)benzonitrile O=C\1NC2=CC=CC=C2/C1=C/C1=CC=C(C=C1)C=1N=NN(C1)C1=CC=C(C#N)C=C1